CC1=C(C=CC(=C1)OC(F)(F)F)O 2-methyl-4-(trifluoromethoxy)phenol